FC=1C=C(C=CC1OC1=CC=NC2=CC(=C(C=C12)OC)OCCN1CC(C1)F)NC(=O)C1=C2C(=CN(C1=O)C1=CC=C(C=C1)F)CCO2 N-[3-fluoro-4-({7-[2-(3-fluoroazetidin-1-yl)ethoxy]-6-methoxyquinolin-4-yl}oxy)phenyl]-5-(4-fluorophenyl)-6-oxo-2,3,5,6-tetrahydrofuro[3,2-c]pyridine-7-carboxamide